ClC1=C(C(O)=C(C=C1Cl)Cl)O 3,4,6-trichlorocatechol